[Na+].OCCCC(=O)[O-] γ-hydroxybutyric acid, sodium salt